[Li].[Si].[Li] lithium-silicon lithium